(S)-2-(6-Chloro-2-(pyridin-3-yl)-1,2,3,4-tetrahydroisoquinolin-8-yl)pyrrolidine-1-carboxylic acid tert-butyl ester C(C)(C)(C)OC(=O)N1[C@@H](CCC1)C=1C=C(C=C2CCN(CC12)C=1C=NC=CC1)Cl